N-(4-(3,3-dimethylureido)benzyl)-1-methyl-5-(4-(1-methyl-1H-imidazol-2-yl)phenyl)-1H-indazole-3-carboxamide CN(C(NC1=CC=C(CNC(=O)C2=NN(C3=CC=C(C=C23)C2=CC=C(C=C2)C=2N(C=CN2)C)C)C=C1)=O)C